[2,7-bis(glycidoxy)-1-naphthyl][2-(glycidoxy)-1-naphthyl]methane C(C1CO1)OC1=C(C2=CC(=CC=C2C=C1)OCC1CO1)CC1=C(C=CC2=CC=CC=C12)OCC1CO1